1-octyl-4-methylpyridinium-bromide salt [Br-].C(CCCCCCC)[N+]1=CC=C(C=C1)C